BrC1=CC=C2C=CC(=NC2=C1)C1CCN(CC1)C 7-bromo-2-(1-methyl-4-piperidyl)Quinoline